5-benzyl-3-((S)-3-methyl-1-(6-methylpicolinamido)butyl)-4,5-dihydroisoxazole C(C1=CC=CC=C1)C1CC(=NO1)[C@H](CC(C)C)NC(C1=NC(=CC=C1)C)=O